C(N)(=O)C=1C=C(C=NC1)C1=CC2=C(CCC=3C(=NN(C23)C2=CC(=CC(=C2)Cl)Cl)C(=O)OCC)C=C1OC ethyl 8-(5-carbamoyl-3-pyridyl)-1-(3,5-dichlorophenyl)-7-methoxy-4,5-dihydrobenzo[g]indazole-3-carboxylate